FC1=C(C=C(C=C1)C1(CC1)N(C(OCC)=O)C[C@H]1NCCC1)C(F)(F)F ethyl (S)-(1-(4-fluoro-3-(trifluoromethyl)phenyl)cyclopropyl)(pyrrolidin-2-ylmethyl)carbamate